N,N-dimethyloctacosa-18,21-dien-8-amine CN(C(CCCCCCC)CCCCCCCCCC=CCC=CCCCCCC)C